(3S)-7-(6-amino-3-chloro-2-fluorophenyl)-3-(4-(2-(((tert-butyldimethylsilyl)oxy)methyl-d2)-3-fluoropyridin-4-yl)-1H-imidazol-2-yl)-2,3,8,8a-tetrahydroindolizin-5(1H)-one NC1=CC=C(C(=C1C1=CC(N2[C@@H](CCC2C1)C=1NC=C(N1)C1=C(C(=NC=C1)C([2H])([2H])O[Si](C)(C)C(C)(C)C)F)=O)F)Cl